3-amino-4-(3-hydroxyphenyl)-1H-benzo[h]quinolin-2-one NC=1C(NC2=C3C(=CC=C2C1C1=CC(=CC=C1)O)C=CC=C3)=O